2-(4-(6-((4-Cyano-2-fluorobenzyl)oxy)pyridin-2-yl)-2-fluorobenzyl)-4-(difluoromethoxy)-1-methyl-1H-benzo[d]imidazole-6-carboxylic acid C(#N)C1=CC(=C(COC2=CC=CC(=N2)C2=CC(=C(CC3=NC4=C(N3C)C=C(C=C4OC(F)F)C(=O)O)C=C2)F)C=C1)F